C(CCCCCCC)C(C(=O)OCC(C)OC(C(CCCCCC)CCCCCCCC)=O)CCCCCC propylene glycol di(octyl octanoate)